tert-Butyl 3-(tosyloxy)azetidine-1-carboxylate S(=O)(=O)(C1=CC=C(C)C=C1)OC1CN(C1)C(=O)OC(C)(C)C